N-((3-((3-amino-5-(4-(aminomethyl)-4-methylpiperidin-1-yl)pyrazin-2-yl)thio)-2-chlorophenyl)carbamoyl)cyclopentanesulfonamide NC=1C(=NC=C(N1)N1CCC(CC1)(C)CN)SC=1C(=C(C=CC1)NC(=O)NS(=O)(=O)C1CCCC1)Cl